N-[(2S,3R)-4,4-difluoro-2-[(2-fluoro[1,1'-biphenyl]-3-yl)methyl]-1-((1s,3R)-3-fluorocyclobutane-1-carbonyl)pyrrolidin-3-yl]ethanesulfonamide FC1([C@@H]([C@@H](N(C1)C(=O)C1CC(C1)F)CC=1C(=C(C=CC1)C1=CC=CC=C1)F)NS(=O)(=O)CC)F